BrC=1C=CC=C2C=NC(=NC12)NC1=CC=C(C=C1)S(=O)(=O)C 8-bromo-N-(4-(methylsulfonyl)phenyl)quinazolin-2-amine